6-amino-4-((2-methoxyphenyl)amino)-N-(1,2,3,4-tetrahydronaphthalen-2-yl)picolinamide NC1=CC(=CC(=N1)C(=O)NC1CC2=CC=CC=C2CC1)NC1=C(C=CC=C1)OC